IC1=CC=C(C=C1)\C(=C/COC1=CC(=C(OCC(=O)OC)C=C1)C)\C1=CC=C(C=C1)Br methyl (Z)-[4-[3-(4-iodophenyl)-3-(4-bromophenyl)allyloxy]-2-methylphenoxy]acetate